N-(cyclopropylmethyl)-6-(morpholine-4-sulfonyl)pyridin-3-amine C1(CC1)CNC=1C=NC(=CC1)S(=O)(=O)N1CCOCC1